FC(CN1C(=NC=2C1=NC(=CC2)C=2C=CN1N=C(N=C(C12)NC)N[C@@H]1[C@@H](CN(CC1)CCF)F)C)F 5-(3-(2,2-Difluoroethyl)-2-methyl-3H-imidazo[4,5-b]pyridin-5-yl)-N2-((3R,4S)-3-fluoro-1-(2-fluoroethyl)piperidin-4-yl)-N4-methylpyrrolo[2,1-f][1,2,4]triazine-2,4-diamine